ClC1=C(C=C(C(=C1)O)C1=CC(=CC=C1)C1=NOC(=N1)C)C#N 4-chloro-6-hydroxy-3'-(5-methyl-[1,2,4]oxadiazol-3-yl)-biphenyl-3-carbonitrile